(2E,4Z)-decatrienic acid C(\C=C\C=C/C=CCCC)(=O)O